FC(C(=O)O)(F)F.F[C@@H]1CN(CC[C@H]1N)S(=O)(=O)C1=NC=CC=C1 trans-3-fluoro-1-(pyridin-2-ylsulfonyl)piperidin-4-amine trifluoroacetate